tert-butyl 4-(4-((benzyloxy) carbonyl)-2-((3-(oxiran-2-yl) propoxy) methyl) piperazin-1-yl)-2-chloro-5,6-dihydropyrido[3,4-d]pyrimidine-7(8H)-carboxylate C(C1=CC=CC=C1)OC(=O)N1CC(N(CC1)C=1C2=C(N=C(N1)Cl)CN(CC2)C(=O)OC(C)(C)C)COCCCC2OC2